C(CN(CC(=O)O)CC1=C(C=CC=C1)O)N(CC(=O)O)CC1=C(C=CC=C1)O ethylenebis[(2-hydroxybenzyl)glycine]